ethyl 2-((2-methylallyl) amino)-2-oxoacetate CC(CNC(C(=O)OCC)=O)=C